3-Ethoxy-5-{6-[2-(5-fluoro-2,7-dimethyl-benzofuran-3-yl)-ethylamino]-pyrimidin-4-yl}-thiophen C(C)OC1=CSC(=C1)C1=NC=NC(=C1)NCCC1=C(OC2=C1C=C(C=C2C)F)C